[4-(aminomethyl)piperidin-1-yl]-[4-[[3-[2,3-difluoro-4-(pyridin-2-yl-methoxy)phenyl]imidazo[1,2-a]pyrazin-8-yl]amino]-2-methylphenyl]methanone NCC1CCN(CC1)C(=O)C1=C(C=C(C=C1)NC=1C=2N(C=CN1)C(=CN2)C2=C(C(=C(C=C2)OCC2=NC=CC=C2)F)F)C